N-(5-Chloro-1H-pyrrolo[3,2-b]pyridin-3-yl)-1-(2-methoxyethyl)-4-(trifluoromethyl)-1H-benzo[d]imidazole-2-amine ClC1=CC=C2C(=N1)C(=CN2)NC2=NC1=C(N2CCOC)C=CC=C1C(F)(F)F